isopropyl (2R)-2-[4-(o-tolyl)-2-oxo-chromen-7-yl]oxypropanoate C1(=C(C=CC=C1)C1=CC(OC2=CC(=CC=C12)O[C@@H](C(=O)OC(C)C)C)=O)C